bis(4-(bis(2-methoxyethyl)amino)-2,6-dimethoxyphenyl)methylium COCCN(C1=CC(=C(C(=C1)OC)[CH+]C1=C(C=C(C=C1OC)N(CCOC)CCOC)OC)OC)CCOC